CC1(COCC1)C1(NC(=CC=C1N)C1=CC=NC=C1)N 2-(3-methyltetrahydrofuran-3-yl)-6-(4-pyridinyl)pyridine-2,3-diamine